C(C)(C)(C)OC(=O)C(CC1=NC(=C(C=C1C=O)OCC1=CC=CC=C1)OCCC1CC1)C(C)C (1-(5-(benzyloxy)-6-(2-cyclopropylethoxy)-3-formylpyridin-2-yl)-3-methylbutan-2-yl)carboxylic acid tert-butyl ester